O=C1N(C(C2=CC=CC=C12)=O)[C@H]1C[C@@]2(C(C2C1)(F)F)C(=O)OCC Ethyl (1S,3R)-3-(1,3-dioxoisoindolin-2-yl)-6,6-difluorobicyclo[3.1.0]hexane-1-carboxylate